CN1N=CC(=C1)C1=CC2=C(N[C@@H](CN2)[C@@H](C2=CC=CC=C2)NC[C@H](C)C2=CC=C(C#N)C=C2)N=C1 |o1:23| 4-((R or S)-1-(((R)-((S)-7-(1-methyl-1H-pyrazol-4-yl)-1,2,3,4-tetrahydropyrido[2,3-b]pyrazin-3-yl)(phenyl)methyl)amino)propan-2-yl)benzonitrile